N1N=CC=C1N(C(\C=C\C1=CC=C(C=C1)C)=O)CC=1SC=CC1 (E)-N-(1H-pyrazol-5-yl)-N-(thiophen-2-ylmethyl)-3-p-tolyl-acrylamide